PRENYL ACETATE (3-METHYL-2-BUTEN-1-YL ACETATE) CC(C=CCC(=O)O)C.C(C)(=O)OCC=C(C)C